O=C1NC(CCC1N1C(C2=C3CNCC3=CC=C2C1=O)=O)=O 2-(2,6-dioxopiperidin-3-yl)-7,8-dihydropyrrolo[3,4-e]isoindole-1,3(2H,6H)-dione